CC=1NC(C2=C(N1)C1(N(C2)C(=O)OCC2=CC=CC=C2)CN(CC1)C(=O)OC(C)(C)C)=O 6'-benzyl 1-tert-butyl 2'-methyl-4'-oxo-3',4'-dihydrospiro[pyrrolidine-3,7'-pyrrolo[3,4-d]pyrimidine]-1,6'(5'H)-dicarboxylate